2,6-dimethoxy-4-(2-methyl-6-(4-methylpiperazin-1-yl)hexan-2-yl)benzoic acid COC1=C(C(=O)O)C(=CC(=C1)C(C)(CCCCN1CCN(CC1)C)C)OC